NCC(CN)CN 2-aminomethylpropane-1,3-diamine